(4-fluoro-3,3-dimethylpyrrolidin-1-yl)-2-methyl-6-(5-(1-methylcyclopropoxy)-1-(tetrahydro-2H-pyran-2-yl)-1H-indazol-3-yl)pyridazin-3(2H)-one FC1C(CN(C1)C=1C(N(N=C(C1)C1=NN(C2=CC=C(C=C12)OC1(CC1)C)C1OCCCC1)C)=O)(C)C